OC1=NOC(=C1)C(=O)O 3-hydroxy-1,2-oxazole-5-carboxylic acid